OC1=CC=C2C[C@H](N(CC2=C1)C(=O)OC(C)(C)C)[C@@H](CNC(=O)C=1C=C2CCN(CC2=CC1)C(C1=CC=C(C=C1)OC)=O)O tert-Butyl (3S)-7-hydroxy-3-[(1R)-1-hydroxy-2-[[2-(4-methoxybenzoyl)-3,4-dihydro-1H-isoquinoline-6-carbonyl]amino]ethyl]-3,4-dihydro-1H-isoquinoline-2-carboxylate